2-(4-((4-(3-amino-1H-pyrazolo[4,3-b]pyridin-5-yl)-3-chlorophenyl)sulfonyl)piperazin-2-yl)-1,1,1-trifluoropropan-2-ol NC1=NNC=2C1=NC(=CC2)C2=C(C=C(C=C2)S(=O)(=O)N2CC(NCC2)C(C(F)(F)F)(C)O)Cl